C1(CCCCC1)N1C(C=C(C2=C1N=C(N=C2)NC=2C(=CC=1N(C2)N=CN1)C)C)=O 8-cyclohexyl-5-methyl-2-((7-methyl-[1,2,4]triazolo[1,5-a]pyridin-6-yl)amino)pyrido[2,3-d]pyrimidin-7(8H)-one